4-amino-7-fluoro-1-methyl-N-(pyrimidin-2-ylmethyl)-N-(7-(trifluoromethyl)chroman-4-yl)-1H-pyrazolo[4,3-c]quinolin-8-carboxamide NC1=NC=2C=C(C(=CC2C2=C1C=NN2C)C(=O)N(C2CCOC1=CC(=CC=C21)C(F)(F)F)CC2=NC=CC=N2)F